C(CCC)C(CO)(CCCCCCC(CO)(C)CCCC)C 2,9-dibutyl-2,9-dimethyl-1,10-decanediol